COOCCC(C[O-])(CCOOC)CCOOC.[Y+3].COOCCC(C[O-])(CCOOC)CCOOC.COOCCC(C[O-])(CCOOC)CCOOC yttrium tris(2-methoxyoxyethyl)ethoxide